FC(CN1N=NC2=C1C=C(C=C2)C=2C(=CN1N=C(N=C(C12)OC)N[C@@H]1[C@H](CN(CC1)C1COC1)F)F)F 5-(1-(2,2-difluoroethyl)-1H-benzo[d][1,2,3]triazol-6-yl)-6-fluoro-N-((3S,4S)-3-fluoro-1-(oxetan-3-yl)piperidin-4-yl)-4-methoxypyrrolo[2,1-f][1,2,4]triazin-2-amine